tert-butyl N-[3-[(E)-3-oxoprop-1-enyl]phenyl]carbamate O=C/C=C/C=1C=C(C=CC1)NC(OC(C)(C)C)=O